N1(CCCC1)C(COCCN(CCCN)C)C 2-[2-(1-pyrrolidinyl)propoxy]ethyl-N-methyl-N-(3-aminopropyl)-amine